NC1CN(CCC1(F)F)C=1C=CC(=NC1)C1=CC(=CC=C1)F 5-(3-amino-4,4-difluoropiperidin-1-yl)-2-(3-fluorophenyl)pyridin